tert-butyl (2R,4R)-4-((4-acetyl-6-((1-(tert-butyl)-5-methyl-1H-pyrazol-3-yl) amino)-3-fluoropyridin-2-yl) methyl)-2-methylpiperidine-4-carboxylate C(C)(=O)C1=C(C(=NC(=C1)NC1=NN(C(=C1)C)C(C)(C)C)C[C@@]1(C[C@H](NCC1)C)C(=O)OC(C)(C)C)F